1-{4-[1-Isobutyl-7-((R)-1-quinolin-3-yl-ethylamino)-1H-pyrazolo[4,3-d]pyrimidin-5-yl]-piperazin-1-yl}-ethanon C(C(C)C)N1N=CC=2N=C(N=C(C21)N[C@H](C)C=2C=NC1=CC=CC=C1C2)N2CCN(CC2)C(C)=O